[Sn].[In].[W] tungsten-indium-tin